methyl (R)-3-(3-(3-fluoro-5-(imidazo[1,2-a]pyridine-3-carboxamido)-4-methylphenyl)-1,2,4-oxadiazol-5-yl)piperidine-1-carboxylate FC=1C=C(C=C(C1C)NC(=O)C1=CN=C2N1C=CC=C2)C2=NOC(=N2)[C@H]2CN(CCC2)C(=O)OC